N-[[4-(4-amino-1-cyclopentyl-pyrazolo[3,4-d]pyrimidin-3-yl)phenyl]methyl]-2-isopropoxy-benzamide NC1=C2C(=NC=N1)N(N=C2C2=CC=C(C=C2)CNC(C2=C(C=CC=C2)OC(C)C)=O)C2CCCC2